FC(C=CSC=CC(F)F)F 3,3-Difluoropropenyl thioether